ClC1=C(C=CC=C1)C=1N(C2=NC(=NC(=C2N1)N1CCC(CC1)(C(=O)N)C)OC(CO)C)C1=CC=C(C=C1)Cl 1-[8-(2-chlorophenyl)-9-(4-chlorophenyl)-2-(2-hydroxy-1-methyl-ethoxy)purin-6-yl]-4-methyl-piperidine-4-carboxamide